C(C)(C)(C)OC(=O)N1C(C=2C3=C(C=CC2CC1)C=CC(O3)C3=C(C=C(C=C3)Cl)F)C 2-(4-Chloro-2-fluorophenyl)-10-methyl-7,10-dihydro-2H-pyrano[3,2-H]isoquinoline-9(8H)-carboxylic acid tert-butyl ester